C(C)(=O)N1[C@H]([C@@H]([C@H](C2=C(N=CC=C12)OC)NC(OCC1=CC=CC=C1)=O)C)C1CC1 |r| rac-benzyl ((2S,3R,4R)-1-acetyl-2-cyclopropyl-5-methoxy-3-methyl-1,2,3,4-tetrahydro-1,6-naphthyridin-4-yl)carbamate